Cl.C(CCCCCCCCC)C1=CC=C(C=C1)NC(=O)N1CCNCC1 N-(4-decylphenyl)piperazine-1-carboxamide hydrochloride